6-(3,5-bis(trifluoromethyl)phenyl)-1-(3-chloro-4-methoxyphenyl)-1H-benzo[d]imidazole FC(C=1C=C(C=C(C1)C(F)(F)F)C=1C=CC2=C(N(C=N2)C2=CC(=C(C=C2)OC)Cl)C1)(F)F